1-butyl-1-methylpyrrolium tetrafluoroborate F[B-](F)(F)F.C(CCC)[N+]1(C=CC=C1)C